methyl (R)-2-(4-isopropyl-2-oxoimidazolidin-1-yl)-2,3-dihydro-1H-indene-2-carboxylate C(C)(C)[C@H]1NC(N(C1)C1(CC2=CC=CC=C2C1)C(=O)OC)=O